C1(=C(C=CC=C1)C1(CC1)C(=O)O)C 1-(o-tolyl)cyclopropane-1-carboxylic acid